3-(3-(ethylsulfonyl)-5-(4-fluorophenyl)pyridin-2-yl)-4-(5-(trifluoromethyl)pyridin-2-yl)-1,2,4-oxadiazol-5(4H)-thione C(C)S(=O)(=O)C=1C(=NC=C(C1)C1=CC=C(C=C1)F)C1=NOC(N1C1=NC=C(C=C1)C(F)(F)F)=S